tri-isostearyl citrate C(CC(O)(C(=O)OCCCCCCCCCCCCCCCC(C)C)CC(=O)OCCCCCCCCCCCCCCCC(C)C)(=O)OCCCCCCCCCCCCCCCC(C)C